2-(2-cyano-4-fluorophenyl)-2-azaspiro[3.3]heptan C(#N)C1=C(C=CC(=C1)F)N1CC2(C1)CCC2